(6-amino-5-(((3R,5S)-5-phenylpiperidin-3-yl)oxy)pyridazin-3-yl)phenol NC1=C(C=C(N=N1)C1=C(C=CC=C1)O)O[C@H]1CNC[C@@H](C1)C1=CC=CC=C1